diboron carbon [C].[B].[B]